2-[6-[(4aS,8aR)-6-isopropyl-3,4a,5,7,8,8a-hexahydro-2H-pyrido[4,3-b][1,4]oxazin-4-yl]pyridazin-3-yl]-3,5-dimethyl-phenol C(C)(C)N1C[C@H]2[C@H](OCCN2C2=CC=C(N=N2)C2=C(C=C(C=C2C)C)O)CC1